C(CC)OC(NC1=C(C=C(C=C1)NCC=1SC(=CC1)Br)Br)=O {2-Bromo-4-[(5-bromo-thiophen-2-ylmethyl)-amino]-phenyl}-carbamic acid propyl ester